4-(1-piperazinyl)salicylic acid N1(CCNCC1)C=1C=C(C(C(=O)O)=CC1)O